FC1=CC(=C(C=C1)NCC#CC=1N(C2=CC=CC(=C2C1)NC1CCS(CC1)(=O)=O)CC(F)(F)F)OC 4-[(2-{3-[(4-fluoro-2-methoxyphenyl)amino]prop-1-yn-1-yl}-1-(2,2,2-trifluoroethyl)-1H-indol-4-yl)amino]-1λ6-thiane-1,1-dione